tert-butyl 3-((methylamino)methyl)pyrrolidine-1-carboxylate CNCC1CN(CC1)C(=O)OC(C)(C)C